7'-((1R,3R)-3-hydroxycyclohexyl)-2'-((3-(hydroxymethyl)-1H-pyrazol-4-yl)amino)spiro[cyclopropane-1,5'-pyrrolo[2,3-d]pyrimidin]-6'(7'H)-one O[C@H]1C[C@@H](CCC1)N1C(C2(C3=C1N=C(N=C3)NC=3C(=NNC3)CO)CC2)=O